(S)-4-((1-(4-chloro-1-oxo-2-phenyl-8-(1H-pyrrol-2-yl)-1,2-dihydroisoquinolin-3-yl)ethyl)amino)pyrido[2,3-d]pyrimidin-5(8H)-one ClC1=C(N(C(C2=C(C=CC=C12)C=1NC=CC1)=O)C1=CC=CC=C1)[C@H](C)NC=1C2=C(N=CN1)NC=CC2=O